6-methyl-4-(1-(naphthalen-2-yl)ethyl)-2-(1-(oxetan-3-yl)-1H-pyrazol-4-yl)-1,6-dihydro-7H-pyrrolo[2,3-c]pyridin-7-one CN1C(C2=C(C(=C1)C(C)C1=CC3=CC=CC=C3C=C1)C=C(N2)C=2C=NN(C2)C2COC2)=O